FC1=C(C(=O)O)C=CC=C1F 2,3-difluoro-benzoic acid